(2R,4R)-2-ethyl-4-((3-fluoro-6-((5-methyl-1H-pyrazol-3-yl)amino)pyridin-2-yl)methyl)-1-((2-(tri-fluoromethyl)phenyl)sulfonyl)-piperidine-4-carboxylic acid C(C)[C@H]1N(CC[C@](C1)(C(=O)O)CC1=NC(=CC=C1F)NC1=NNC(=C1)C)S(=O)(=O)C1=C(C=CC=C1)C(F)(F)F